C1(CC1)C=C1CC(N(CC1)C(=O)OC(C)(C)C)C1=CC=CC=C1 tert-butyl 4-(cyclopropylmethylene)-2-phenyl-piperidine-1-carboxylate